C1(=CC=CC2=CC=CC=C12)N(C1=CC=C(C2=CC=C(N(C3=CC=CC=C3)C3=CC=CC4=CC=CC=C34)C=C2)C=C1)C1=CC=CC=C1 bis-(1-naphthyl)-N,N'-diphenylbenzidine